NC1=NC=NN2C1=C(C(=N2)C2=CCC1(CCN(CC1)C(C=C)=O)CC2)C2=NC=CC=N2 1-(9-(4-amino-5-(pyrimidin-2-yl)pyrazolo[5,1-f][1,2,4]triazin-6-yl)-3-azaspiro[5.5]undec-8-en-3-yl)prop-2-en-1-one